(3-(5-(5-(2,3-Dihydro-1H-inden-4-yl)-6-methoxy-1H-pyrazolo[4,3-b]pyridin-3-yl)pyridin-2-yl)pyrrolidin-1-yl)propanamide C1CCC2=C(C=CC=C12)C1=C(C=C2C(=N1)C(=NN2)C=2C=CC(=NC2)C2CN(CC2)C(C(=O)N)C)OC